C[Si]1(O[Si](O[Si](O[Si](O[Si](O[Si](O1)(C)C)(C)C)(C)C)(C)C)(C)C)C dodecamethylcyclohexasiloxane